sodium 2,2'-ethylenebis(4,6-di-tert-amylphenyl) phosphate P1(=O)(OC2=C(C=C(C=C2C(C)(C)CC)C(C)(C)CC)CCC2=C(C(=CC(=C2)C(C)(C)CC)C(C)(C)CC)O1)[O-].[Na+]